FC1C2CCC(CC1O)N2C(=O)OC(C)(C)C tert-butyl 2-fluoro-3-hydroxy-8-azabicyclo[3.2.1]octane-8-carboxylate